CC1=CC=C(C=C1)S(=O)(=O)O.C(C)N=C=N ethylcarbodiimide p-toluenesulfonate